1-(4-(4-(4-(benzo[d]thiazol-5-ylamino)quinolin-6-yl)-5-fluoro-2-methylbenzoyl)piperazin-1-yl)-2-methylpropan-1-one S1C=NC2=C1C=CC(=C2)NC2=CC=NC1=CC=C(C=C21)C2=CC(=C(C(=O)N1CCN(CC1)C(C(C)C)=O)C=C2F)C